C1(=CC=CC=C1)C=1C(=C(C(=C(C1)N=NC1(CC=C(C=C1)N)N)C1=CC=CC=C1)C1=CC=CC=C1)C1=CC=CC=C1 tetraphenyl-p-diaminoazobenzene